2-((1H-pyrrolo[2,3-b]pyridin-5-yl)oxy)-4-(4-(2,3-dihydro-1H-inden-1-yl)piperazin-1-yl)-N-((3-nitrophenyl)sulfonyl)benzamide N1C=CC=2C1=NC=C(C2)OC2=C(C(=O)NS(=O)(=O)C1=CC(=CC=C1)[N+](=O)[O-])C=CC(=C2)N2CCN(CC2)C2CCC1=CC=CC=C21